1-(triphenyl-λ5-phosphaneylidene)propan-2-one C1(=CC=CC=C1)P(=CC(C)=O)(C1=CC=CC=C1)C1=CC=CC=C1